1-(1Z-octadecenyl)-2-(9Z-octadecenoyl)-sn-glycero-3-phosphocholine CCCCCCCCCCCCCCCC/C=C\OC[C@H](COP(=O)([O-])OCC[N+](C)(C)C)OC(=O)CCCCCCC/C=C\CCCCCCCC